O1CCOC2=C1C=CC(=C2)N(C(C2=CC(=CC=C2)N2N=C(C=C2C)C)=O)C N-(2,3-dihydro-1,4-benzodioxin-6-yl)-3-(3,5-dimethylpyrazol-1-yl)-N-methyl-benzamide